N-((S)-1-(2-chloro-N-(((S)-2-oxopyrrolidin-3-yl)methyl)acetamido)-5-methyl-2-oxohexan-3-yl)-7-methoxybenzofuran-2-carboxamide ClCC(=O)N(C[C@H]1C(NCC1)=O)CC([C@H](CC(C)C)NC(=O)C=1OC2=C(C1)C=CC=C2OC)=O